2-(trans-3-((4-methoxy-5-(quinoxalin-6-yl)pyrrolo[2,1-f][1,2,4]triazin-2-yl)amino)cyclobutyl)propan-2-ol COC1=NC(=NN2C1=C(C=C2)C=2C=C1N=CC=NC1=CC2)N[C@@H]2C[C@H](C2)C(C)(C)O